BrC1=C(C=C2C=C(N=CC2=C1)CNCC(C)C)I N-((7-bromo-6-iodoisoquinolin-3-yl)methyl)-2-methylpropan-1-amine